trivinyl-phenyl-silane C(=C)[Si](C1=CC=CC=C1)(C=C)C=C